F[B-](F)(F)F.CC=1C2=CC=CC=C2[N+](=C2C=CC(=C(C12)C)C)C 9-Methyldimethyl-10-methylacridinium tetrafluoroborate